8-((5-(4-fluorophenyl)pyridin-3-yl)methyl)-6,6a,7,8,9,10-hexahydropyrazino[1,2-a]thieno[4,3,2-de]quinoline FC1=CC=C(C=C1)C=1C=C(C=NC1)CN1CC2N(C=3C=CC=C4C3C(C2)=CS4)CC1